CC([C@@H](C(=O)O)N1N=NC2=C1CCC1=CC(=CC=C12)C=C)C (S)-3-methyl-2-(7-vinyl-4,5-dihydro-3H-naphtho[1,2-d][1,2,3]triazol-3-yl)butanoic acid